3-[3-isopropyl-2-oxo-5-(4,4,5,5-tetramethyl-1,3,2-dioxaborolan-2-yl)benzimidazol-1-yl]piperidine-2,6-dione C(C)(C)N1C(N(C2=C1C=C(C=C2)B2OC(C(O2)(C)C)(C)C)C2C(NC(CC2)=O)=O)=O